FC1=CC=C2CC(N(C2=C1CNCCCC1CN(C(O1)=O)C=1C=CC=2OCC(NC2N1)=O)C)=O 6-(5-(3-(((6-fluoro-1-methyl-2-oxoindolin-7-yl)methyl)amino)propyl)-2-oxooxazolidin-3-yl)-2H-pyrido[3,2-b][1,4]oxazin-3(4H)-one